C(C)(C)(C)NC(=O)[C@H]1N(C[C@H]2CCCC[C@H]2C1)C[C@H]([C@H](CC1=CC=CC=C1)NC([C@H](CC(=O)N)NC(=O)C1=NC2=CC=CC=C2C=C1)=O)O (2S)-N-[(2S,3R)-4-[(3S,4aS,8aS)-3-(tert-butylcarbamoyl)-3,4,4a,5,6,7,8,8a-octahydro-1H-isoquinolin-2-yl]-3-hydroxy-1-phenylbutan-2-yl]-2-(quinoline-2-carbonylamino)butanediamide